C(#N)C1=CC=C(C=C1)C(C)(C(C)C)C1=CC=C(C=C1)C#N 2,2-bis(4-cyanophenyl)-3-methylbutane